S(CCC(=O)OCC(C)C)CCC(=O)OCC(C)C diisobutyl 3,3'-thiodipropionate